CC([C@H]1CC[C@H]2[C@@H]3CC=C4CC(CC[C@]4(C)[C@H]3CC[C@]12C)=O)=O Pregn-5-ene-3,20-dione